COC1=C(C(=CC2=C1C1=CC=C(C(C=C1[C@H](CC2)NC(C)=O)=O)OC)OC)OC (S)-N-(5,6,7,9-tetrahydro-1,2,3,10-tetramethoxy-9-oxobenzo[a]heptalen-7-yl)acetamide